tert-butyl 4-(2-(1-(trans-3-(aminomethyl)cyclobutyl)-3-cyclopropyl-1H-pyrazol-4-yl)phenyl)-3,6-dihydropyridine-1(2H)-carboxylate NC[C@@H]1C[C@H](C1)N1N=C(C(=C1)C1=C(C=CC=C1)C=1CCN(CC1)C(=O)OC(C)(C)C)C1CC1